OCC(C)(CO)NC(=O)C=1C2=CC=CC2=CC1 pentalene-4-carboxylic acid (2-hydroxy-1-hydroxymethyl-1-methyl-ethyl)-amide